1-(4-isobutyl-phenyl)ethanone 5-imidazolecarboxylate N1C=NC=C1C(=O)O.C(C(C)C)C1=CC=C(C=C1)C(C)=O